ONC(CCCCC1=CC(=CC=C1)NC1=NC2=CC=CC=C2C(N1)=O)=O N-hydroxy-5-(3-((4-oxo-3,4-dihydroquinazolin-2-yl)amino)phenyl)pentanamide